C(C1=CC=CC=C1)N1CCC(CC1)N1N=CC(=C1)C=O 1-(1-benzyl-4-piperidyl)pyrazole-4-carbaldehyde